2-(2,4-Dioxotetrahydropyrimidin-1(2H)-yl)-5-((4-(6-phenylthieno[2,3-d]pyrimidin-4-yl)piperidin-1-yl)methyl)isoindoline-1,3-dione O=C1N(CCC(N1)=O)N1C(C2=CC=C(C=C2C1=O)CN1CCC(CC1)C=1C2=C(N=CN1)SC(=C2)C2=CC=CC=C2)=O